N=1C=CN2C=NC(=CC21)OC2=C(C=C(N)C=C2)C 4-(imidazo[1,2-c]pyrimidin-7-yloxy)-3-methylaniline